(3S)-N-[3-[2-(isopropylamino)-6-(morpholin-4-yl)pyridin-4-yl]-4-methylphenyl]-3-(2,2,2-trifluoroethyl)pyrrolidine-1-carboxamide ALUMINUM [Al].C(C)(C)NC1=NC(=CC(=C1)C=1C=C(C=CC1C)NC(=O)N1C[C@@H](CC1)CC(F)(F)F)N1CCOCC1